C(C)(C)OC(C(CC(C(=O)C1=CC=C(C=C1)Cl)C1=CC(=CC=C1)Cl)C)=O 4-(3-chlorophenyl)-5-(4-chlorophenyl)-2-methyl-5-oxopentanoic acid isopropyl ester